(3S,5S)-4-thiocarbamoyl-3,5-dimethylpiperazine-1-carboxylic acid tert-butyl ester C(C)(C)(C)OC(=O)N1C[C@@H](N([C@H](C1)C)C(N)=S)C